C(C=C(C)C)NCC=1C(NC(N([C@H]2[C@H](O)[C@H](O)[C@@H](CO)O2)C1)=S)=O 5-(prenylaminomethyl)-2-thio-uridine